C(C)OC=1C(=NC(=C(C1)N1[C@@H](CN(CC1)C(=O)N1[C@@H](CCC1)C1=CC=CC=C1)CC)C(=O)N[C@H]1CNCC1)C=1C=NC=CC1 ethoxy-5-[(2R)-2-ethyl-4-[(2S)-2-phenylpyrrolidine-1-carbonyl]piperazin-1-yl]-N-[(3R)-pyrrolidin-3-yl]-[2,3'-bipyridine]-6-carboxamide